CC(=CCCCCC)C(=O)O Oct-2-ene-2-carboxylic acid